C(C1=CC=CC=C1)OC1=NOC(=C1)C=N[S@@](=O)C(C)(C)C (S-2S)-N-[[3-(benzyloxy)-1,2-oxazol-5-yl]methylene]-2-methylpropane-2-sulfinamide